4-[4-(hydroxymethyl)-3-methoxy-phenoxy]Butyramide OCC1=C(C=C(OCCCC(=O)N)C=C1)OC